2-(4-(2-((5-(3-cyclopropyl-1-methyl-1H-pyrazol-4-yl)benzo[d]thiazol-2-yl)amino)-2-oxoethyl)-2-fluorophenoxy)pyridine-3-carboxamide C1(CC1)C1=NN(C=C1C=1C=CC2=C(N=C(S2)NC(CC2=CC(=C(OC3=NC=CC=C3C(=O)N)C=C2)F)=O)C1)C